Cl.O1CCN(CC1)CC(C)O 3-morpholinopropan-2-ol hydrochloride